4-(2,6-Dimethylphenyl)benzenesulfonic acid CC1=C(C(=CC=C1)C)C1=CC=C(C=C1)S(=O)(=O)O